The molecule is an adenosine 5'-phosphate having a sulfo group attached to one the phosphate OH groups. It has a role as an Escherichia coli metabolite and a mouse metabolite. It is an adenosine 5'-phosphate, an acyl monophosphate and an acyl sulfate. It is a conjugate acid of a 5'-adenylyl sulfate(2-). C1=NC(=C2C(=N1)N(C=N2)[C@H]3[C@@H]([C@@H]([C@H](O3)COP(=O)(O)OS(=O)(=O)O)O)O)N